2-{4-[(2-chloro-3-nitropyridin-4-yl)oxy]phenyl}-4-[(2,6-difluorophenyl)methyl]-1,2,4-triazol-3-one ClC1=NC=CC(=C1[N+](=O)[O-])OC1=CC=C(C=C1)N1N=CN(C1=O)CC1=C(C=CC=C1F)F